Cl.COC1=NC2=CC=C(C=C2C=C1)NC1CCNCC1 methoxy-N-(piperidin-4-yl)quinolin-6-amine hydrochloride